5-furan-2-yl-isoxazole-3-carboxylic acid (2-pyrazol-1-yl-ethyl)-amide N1(N=CC=C1)CCNC(=O)C1=NOC(=C1)C=1OC=CC1